C(C)(C)C=1N(C=CC1C(=O)O)CCOC1OCCCC1 2-Isopropyl-1-(2-((tetrahydro-2H-pyran-2-yl)oxy)ethyl)-1H-pyrrole-3-carboxylic acid